FCOC=1C=C(C(=O)NC)C=CC1NCC#CC=1N(C2=CC=CC(=C2C1)NC1CCC(CC1)N(C)C)CC(F)(F)F 3-(fluoromethoxy)-N-methyl-4-{[3-(4-{[(1S,4S)-4-(dimethyl-amino)cyclohexyl]amino}-1-(2,2,2-trifluoro-ethyl)-1H-indol-2-yl)prop-2-yn-1-yl]amino}benzamide